N-(1-(5,5,5-trifluoropentyl)-1H-indol-5-yl)acrylamide tert-Butyl-4-(2-(2-(methoxycarbonyl)-5-methylthiophen-3-yl)vinyl)piperidine-1-carboxylate C(C)(C)(C)OC(=O)N1CCC(CC1)C=CC1=C(SC(=C1)C)C(=O)OC.FC(CCCCN1C=CC2=CC(=CC=C12)NC(C=C)=O)(F)F